N[Mn](C1=CC=CC=C1)(N)(N)N tetraaminophenyl-manganese